[1,1'-bi(cyclopropane)]-1-carboxamide C1(CC1)(C1CC1)C(=O)N